CC1=NC=CC(=C1)C1=CC=2C=NC(=CC2N1)NC1CCOCC1 2-(2-Methylpyridin-4-yl)-N-(tetrahydro-2H-pyran-4-yl)-1H-pyrrolo[3,2-c]pyridin-6-amine